2-(1-(3-chloro-5,7-difluoroquinolin-6-yl)ethyl)isoindoline-1,3-dione ClC=1C=NC2=CC(=C(C(=C2C1)F)C(C)N1C(C2=CC=CC=C2C1=O)=O)F